1-benzothiopheneAl S1(C=CC2=C1C=CC=C2)C=O